CCC(C=C)=O 4-penten-3-on